tert-butyl N-[(tert-butoxy)carbonyl]-N-(2-[(6-[(2-chlorophenyl)(methyl)carbamoyl]-2-oxo-1,2-dihydropyridin-1-yl)methyl]-6-methyl-1H-pyrrolo[3,2-b]pyridin-5-yl)carbamate C(C)(C)(C)OC(=O)N(C(OC(C)(C)C)=O)C1=C(C=C2C(=N1)C=C(N2)CN2C(C=CC=C2C(N(C)C2=C(C=CC=C2)Cl)=O)=O)C